S(=O)(=O)(OC(CCCCCCCCOC1=CC(=C(C=C1)C1=NC(=NC(=N1)Cl)C1=C(C=C(C=C1)OCCCCCCCCC(CCC(CCCOS(=O)(=O)O)OS(=O)(=O)O)OS(=O)(=O)O)O)O)CCC(CCCOS(=O)(=O)O)OS(=O)(=O)O)O [9-[4-[4-chloro-6-[2-hydroxy-4-(9,12,15-trisulfooxypentadecoxy)phenyl]-1,3,5-triazin-2-yl]-3-hydroxy-phenoxy]-1-(3,6-disulfooxyhexyl)nonyl] hydrogen sulfate